5-(1-acetylpiperidin-4-yl)-2-hydroxycyclohepta-2,4,6-trien-1-one C(C)(=O)N1CCC(CC1)C1=CC=C(C(C=C1)=O)O